ClC1=NN=C2N1C1=CC=CC=C1C(=N2)N(C)C=2C=C(C=CC2)C2=CC(=C(C=C2)N2CCN(CC2)C2COC2)OC chloro-N-(3'-methoxy-4'-(4-(oxetan-3-yl)piperazin-1-yl)-[1,1'-biphenyl]-3-yl)-N-methyl-[1,2,4]triazolo[4,3-a]quinazolin-5-amine